ClC1=CC(=CC(=N1)N1CCN(CC1)S(=O)(=O)C1=CC=C(C=C1)NC(=O)C=1C=C(C=CC1)N1C2CN(C(C1)C2)C(=O)OC(C)(C)C)C(F)(F)F Tert-butyl 5-[3-[[4-[4-[6-chloro-4-(trifluoromethyl)-2-pyridyl]piperazin-1-yl]sulfonylphenyl]carbamoyl]phenyl]-2,5-diazabicyclo[2.2.1]heptane-2-carboxylate